4-(4-Aminopiperidin-1-yl)-6-(1-methyl-1H-pyrazol-4-yl)pyrazolo[1,5-a]pyridine-3-carbonitrile hydrochloride Cl.NC1CCN(CC1)C=1C=2N(C=C(C1)C=1C=NN(C1)C)N=CC2C#N